N-nitrosoisopropylethylamine N(=O)N(CC)C(C)C